tert-Butyl 2-(6-{(S)-(4,4-difluorocyclohexyl)[(4-methyl-1,2,5-oxadiazole-3-carbonyl)-amino]methyl}imidazo[1,2-b][1,2,4]triazin-3-yl)-4-(trideuteriomethoxy)piperidine-1-carboxylate FC1(CCC(CC1)[C@@H](C=1N=C2N(N=CC(=N2)C2N(CCC(C2)OC([2H])([2H])[2H])C(=O)OC(C)(C)C)C1)NC(=O)C1=NON=C1C)F